N-(4-(4-amino-5-(4-(N-cyclopentyl-N-methylsulfamoyl)phenyl)-7-methyl-7H-pyrrolo[2,3-d]pyrimidin-6-yl)phenyl)methacrylamide NC=1C2=C(N=CN1)N(C(=C2C2=CC=C(C=C2)S(N(C)C2CCCC2)(=O)=O)C2=CC=C(C=C2)NC(C(=C)C)=O)C